CC1C(C1C)C(=O)OCC1=CC=CC=C1 benzyl cis-2,3-dimethylcyclopropylcarboxylate